1-((3-chloro-2-fluoro-4-hydroxy-6-methoxybenzyl)amino)cyclobutane ClC=1C(=C(CNC2CCC2)C(=CC1O)OC)F